6-chloro-N-[5-(2,2-difluoroethyl)-4,6-dimethoxy-pyrimidin-2-yl]-7-(4-pyrimidinyl)-1H-indole-3-sulfonic acid amide ClC1=CC=C2C(=CNC2=C1C1=NC=NC=C1)S(=O)(=O)NC1=NC(=C(C(=N1)OC)CC(F)F)OC